C(C)(=O)OCCCCCC=1C=C2C(=NC=NN2C1)C1=CC(=C(C=C1)CNC(=O)OC(C)(C)C)C 5-[4-[4-[(tert-butoxycarbonylamino)methyl]-3-methyl-phenyl]pyrrolo[2,1-f][1,2,4]triazin-6-yl]pentyl acetate